NCCC[Si] aminopropylsilicon